adenosine calcium diphosphate [O-]P([O-])(=O)OP(=O)([O-])[O-].[Ca+2].[C@@H]1([C@H](O)[C@H](O)[C@@H](CO)O1)N1C=NC=2C(N)=NC=NC12.[Ca+2]